C(#N)C(C(=O)NC(=O)NCC)=NOC 1-(2-cyano-2-methoxyiminoacetyl)-3-ethylurea